C[2H] methane-d